C1C2=CC=CC=3C=CC=C1C23 1H-cyclobuta[de]naphthalene